N,N-dimethyl-ortho-toluidine CN(C=1C(=CC=CC1)C)C